methyl (Z)-2-[5-(3-isopropenylpyrazol-1-yl)-2-methyl-phenoxy]-3-methoxy-prop-2-enoate C(=C)(C)C1=NN(C=C1)C=1C=CC(=C(O\C(\C(=O)OC)=C/OC)C1)C